Cl.CC1(C(C1)C)N 1,2-dimethylcyclopropan-1-amine hydrochloride